1-(4-Methyl-3-cyclohexen-1-yl)-ethanone CC1=CCC(CC1)C(C)=O